ethylquinolin-1-ium iodide [I-].C(C)[N+]1=CC=CC2=CC=CC=C12